C(CCCCCCCCCCCCCCCCCCCCC)(=O)OCC(OC(CCCCCCCCCCCCCCCCCCCCC)=O)COC(CCCCCCCCCCCCCCCCCCCCC)=O glycerol tri-behenate